2,N-dicyclohexyl-2-[2-(2,4-dimethyl-phenyl)-benzimidazol-1-yl]-acetamide C1(CCCCC1)C(C(=O)NC1CCCCC1)N1C(=NC2=C1C=CC=C2)C2=C(C=C(C=C2)C)C